FCCCN1CC(C1)OC1=CC=C(C=C1)O 4-((1-(3-fluoropropyl)azetidin-3-yl)oxy)phenol